ClC1=C2C=CNC2=CC(=C1)NC1=CC(=CC(=N1)C#N)N1CCN(CC1)C 6-((4-chloro-1H-indol-6-yl)amino)-4-(4-methylpiperazin-1-yl)picolinonitrile